5-(5,5-dimethyl-1,3,2-dioxaborolan-2-yl)-1-methylpyridin-2(1H)-one CC1(COB(O1)C=1C=CC(N(C1)C)=O)C